(3-(4-(1-amino-2-fluoroethyl)-4-methylpiperidin-1-yl)-6-((2-amino-3-chloropyridin-4-yl)thio)-5-methylpyrazin-2-yl)methanol NC(CF)C1(CCN(CC1)C=1C(=NC(=C(N1)C)SC1=C(C(=NC=C1)N)Cl)CO)C